1-(6-(1H-pyrazol-1-yl)pyridin-3-yl)ethan-1-one N1(N=CC=C1)C1=CC=C(C=N1)C(C)=O